ClC=1C(=C(C(=C(C1)C(C)O)OCC)C1CC(NC1)=O)F 4-[3-chloro-6-ethoxy-2-fluoro-5-(1-hydroxyethyl)phenyl]pyrrolidin-2-one